(12aR)-7-Hydroxy-12-[(3,4-difluorophenyl)(2-methylsulfanylphenyl)methyl]-3,4,12,12a-tetrahydro-1H-[1,4]oxazino[3,4-c]pyrido[2,1-f][1,2,4]triazin-6,8-dion OC=1C(C=CN2N([C@H]3N(C(C21)=O)CCOC3)C(C3=C(C=CC=C3)SC)C3=CC(=C(C=C3)F)F)=O